NC(CC(C(=O)O)N1C(C2=CC=CC=C2C1)=O)=O 4-amino-4-oxo-2-(1-oxo-isoindol-2-yl)butyric acid